ClC1=C(C(=CC=C1)Cl)N1N=C(C(=C1)NC=1C=NC(=CC1)C1=CN=C2N1C(=CC=C2)C)C(=O)N 1-(2,6-dichlorophenyl)-4-((6-(5-methylimidazo[1,2-a]pyridin-3-yl)pyridin-3-yl)amino)-1H-pyrazole-3-carboxamide